C(C)(=O)C1=C(C2=C(N=C(N=C2)NC=2C=NC(=CC2)C2CCN(CC2)CC2=CC=C(C=C2)CCl)N(C1=O)C1CCCC1)C 6-acetyl-2-[[6-[1-[[4-(chloromethyl)phenyl]methyl]-4-piperidyl]-3-pyridyl]amino]-8-cyclopentyl-5-methyl-pyrido[2,3-d]pyrimidin-7-one